Cl.NCCNC(=O)NC=1C=C(C=2N(C1)C(=C(N2)C)C)NCC2=C(C=CC=C2C)C 1-(2-aminoethyl)-3-(8-((2,6-dimethylbenzyl)amino)-2,3-dimethylimidazo[1,2-a]pyridin-6-yl)urea hydrochloride